1,1'-(3,7-di(pyrrolidin-1-yl)pyrrolo[3,4-f]isoindole-1,5-diylidene)bis(pyrrolidin-1-ium) tetrafluoroborate F[B-](F)(F)F.N1(CCCC1)C1=NC(C2=CC=3C(=NC(C3C=C21)=[N+]2CCCC2)N2CCCC2)=[N+]2CCCC2.F[B-](F)(F)F